C(C)OC(=O)C1=CC(=NN1C)C1=CC=C(C=C1)C#N 3-(4-cyanophenyl)-1-methyl-1H-pyrazole-5-carboxylic acid ethyl ester